NC=1C=C2C(N(C(C2=CC1)=O)C)=O 5-amino-2-methyl-isoindoline-1,3-dione